3,4-dihydroxy-5-[(3,4,5-trihydroxybenzoyl)oxy]benzoic acid OC=1C=C(C(=O)O)C=C(C1O)OC(C1=CC(=C(C(=C1)O)O)O)=O